tetraoctyl-phosphonium chloride [Cl-].C(CCCCCCC)[P+](CCCCCCCC)(CCCCCCCC)CCCCCCCC